2,2'-[naphthalene-2,7-diylbis(methyleneoxy[1,1'-binaphthalene]-2',2-diyloxy)]-di(ethan-1-ol) C1=C(C=CC2=CC=C(C=C12)COC1=C(C2=CC=CC=C2C=C1)C1=C(C=CC2=CC=CC=C12)OCCO)COC1=C(C2=CC=CC=C2C=C1)C1=C(C=CC2=CC=CC=C12)OCCO